C1(=C(C=CC=C1)NC(NC1=C(C=CC=C1)C)=N)C diortho-toluyl-guanidine